2,6-dicyclohexyl-4-methylphenol C1(CCCCC1)C1=C(C(=CC(=C1)C)C1CCCCC1)O